6-bromo-1-(2-methoxyethyl)-1,3-dihydro-2H-imidazo[4,5-b]pyridin-2-one BrC=1C=C2C(=NC1)NC(N2CCOC)=O